1-(4-chloro-2-fluorophenyl)-3-(2-fluoro-4-methyl-5-(2-(methylamino)-8,9-dihydroimidazo[1',2':1,6]pyrido[2,3-d]pyrimidin-6-yl)phenyl)urea ClC1=CC(=C(C=C1)NC(=O)NC1=C(C=C(C(=C1)C1=CC2=C(N=C(N=C2)NC)N2C1=NCC2)C)F)F